ClC1=C(C=CC=C1)C1=C(C=CC(=C1)OC)S(=O)(=O)N1CCC(CC1)(C(=O)N[C@@H](COC)\C=C/S(=O)(=O)C)F (R,Z)-1-((2'-chloro-5-methoxy-[1,1'-biphenyl]-2-yl)sulfonyl)-4-fluoro-N-(1-methoxy-4-(methylsulfonyl)but-3-en-2-yl)piperidine-4-carboxamide